tert-butyl 2-(5-fluoro-2-(3-(1-(2-morpholinoethyl)-1H-indazole-3-carboxamido)-4-(piperidin-1-yl)benzamido)phenyl)acetate FC=1C=CC(=C(C1)CC(=O)OC(C)(C)C)NC(C1=CC(=C(C=C1)N1CCCCC1)NC(=O)C1=NN(C2=CC=CC=C12)CCN1CCOCC1)=O